3-(hydroxymethyl)cyclobutanol OCC1CC(C1)O